2-(2-chloro-5-(2-(((R)-((R)-8-cyano-3,4-dihydro-2H-benzo[b][1,4]oxazin-2-yl)(phenyl)methyl)amino)ethyl)phenyl)acetic acid ClC1=C(C=C(C=C1)CCN[C@H](C1=CC=CC=C1)[C@H]1CNC2=C(O1)C(=CC=C2)C#N)CC(=O)O